BrC=1C(=NC(=CC1)F)C(=O)OCC Ethyl 3-bromo-6-fluoro-pyridine-2-carboxylate